(R)-3-(tert-butyl)-N-(1-(2-methyl-4-(6-((6-methyl-5-(piperazin-1-yl)pyridin-2-yl)amino)pyrimidin-4-yl)phenyl)ethyl)-1,2,4-oxadiazole-5-carboxamide hydrochloride Cl.C(C)(C)(C)C1=NOC(=N1)C(=O)N[C@H](C)C1=C(C=C(C=C1)C1=NC=NC(=C1)NC1=NC(=C(C=C1)N1CCNCC1)C)C